(R or S)-4-((6-(2-hydroxy-6-methyl-4-(trifluoromethyl)phenyl)-2H-pyrazolo[3,4-b]pyridin-2-yl)methyl)-5,5-dimethylpyrrolidin-2-one OC1=C(C(=CC(=C1)C(F)(F)F)C)C=1C=CC=2C(N1)=NN(C2)C[C@H]2CC(NC2(C)C)=O |o1:22|